ClC1=C(C(=NN1)C)NC(C1=C(C=C(C(=C1)F)C=1N=C(N(C1)C)C(C(F)(F)F)O)O[C@H](C(F)(F)F)C)=O N-(5-Chloro-3-methyl-1H-pyrazol-4-yl)-5-fluoro-4-(1-methyl-2-(2,2,2-trifluoro-1-hydroxyethyl)-1H-imidazol-4-yl)-2-(((S)-1,1,1-trifluoropropan-2-yl)oxy)benzamide